N-cyclopropyl-8-(4-(isopropylsulfonyl)piperazin-1-yl)-3-(5-(trifluoromethyl)-1,3,4-thiadiazol-2-yl)imidazo[1,5-a]pyridine-6-sulfonamide C1(CC1)NS(=O)(=O)C=1C=C(C=2N(C1)C(=NC2)C=2SC(=NN2)C(F)(F)F)N2CCN(CC2)S(=O)(=O)C(C)C